COC(N[C@H](C(=O)NC=1C(N(C=CC1)CC=1SC2=C(N1)C=C(C=C2)F)=O)CC\C=C\C(=O)N(C)C)=O (S,E)-Methyl(7-(dimethylamino)-1-((1-((5-fluorobenzo[d]thiazol-2-yl)methyl)-2-oxo-1,2-dihydropyridin-3-yl)amino)-1,7-dioxohept-5-en-2-yl)carbamat